2-hexyldecyl thiol C(CCCCC)C(CS)CCCCCCCC